6-chloro-3-(trifluoromethoxy)pyridin-2-carboxylic acid ClC1=CC=C(C(=N1)C(=O)O)OC(F)(F)F